[Si](C1=CC=CC=C1)(C1=CC=CC=C1)(C(C)(C)C)OC[C@]12CCCN2[C@@H](CC1)CCCO 3-((3S,7aS)-7a-(((tert-butyldiphenylsilyl)oxy)methyl)hexahydro-1H-pyrrolizin-3-yl)propan-1-ol